2-(2-benzyloxyethyl)-6-[(4-methoxyphenyl)methoxy]-3,4-dihydroisoquinolin-1-one C(C1=CC=CC=C1)OCCN1C(C2=CC=C(C=C2CC1)OCC1=CC=C(C=C1)OC)=O